(S)-N-(5-fluoroquinolin-6-yl)-7-(1-methyl-1H-pyrazol-4-yl)-5-((1-methylpiperidin-3-yl)oxy)quinazolin-4-amine FC1=C2C=CC=NC2=CC=C1NC1=NC=NC2=CC(=CC(=C12)O[C@@H]1CN(CCC1)C)C=1C=NN(C1)C